(Z)-4-(1,4,4,4-tetrafluoro-3-(3,4,5-trichlorophenyl)but-1-en-1-yl)-N'-(p-tolyl)-2-(trifluoromethyl)benzoyl-hydrazine F\C(=C/C(C(F)(F)F)C1=CC(=C(C(=C1)Cl)Cl)Cl)\C1=CC(=C(C(=O)NNC2=CC=C(C=C2)C)C=C1)C(F)(F)F